6-((3-nitropyridine-2-yl)amino)nicotinonitrile [N+](=O)([O-])C=1C(=NC=CC1)NC1=NC=C(C#N)C=C1